2-(((2-(4-(2-hydroxyethyl)piperazin-1-yl)ethyl)amino)methylene)-5-(tetrahydro-2H-thiopyran-4-yl)cyclohexane-1,3-dione OCCN1CCN(CC1)CCNC=C1C(CC(CC1=O)C1CCSCC1)=O